2-((4,6-dimethylpyridin-2-yl)amino)-5-phenylnicotinonitrile CC1=CC(=NC(=C1)C)NC1=C(C#N)C=C(C=N1)C1=CC=CC=C1